C1(=CC(=CC2=CC=CC=C12)S(=O)(=O)[O-])S(=O)(=O)[O-] 1,3-naphthalenedisulfonate